FC=1C=C(C[N+]#[C-])C=CC1F 3,4-DIFLUOROBENZYLISOCYANIDE